pyrido[1,2-c]pyrimidin-7-one C1N=CC=C2N1CC(C=C2)=O